4-[5-[(3-Aminooxetan-3-yl)methyl]Pyridin-2-yl]-3-[6-(7-azabicyclo[2.2.1]Heptane-7-yl)-2-methylpyrimidin-4-yl]Oxybenzonitrile NC1(COC1)CC=1C=CC(=NC1)C1=C(C=C(C#N)C=C1)OC1=NC(=NC(=C1)N1C2CCC1CC2)C